FC(C(C(C(=C(F)F)F)(F)F)(F)F)(F)F Decafluoro-1-pentene